Ethyl (S)-3-(3',5'-Dimethylbiphenyl-3-yl)-3-(3-(4-hydroxy-1,5-dimethyl-2-oxo-1,2-dihydropyridin-3-yl)ureido)propanoat CC=1C=C(C=C(C1)C)C1=CC(=CC=C1)[C@H](CC(=O)OCC)NC(=O)NC=1C(N(C=C(C1O)C)C)=O